1-(2,4-dimethoxyphenyl)ethanol COC1=C(C=CC(=C1)OC)C(C)O